Tert-butyl 6-(((trifluoromethyl) sulfonyl) oxy)-3,4-dihydro-2,7-naphthyridine-2(1H)-carboxylate FC(S(=O)(=O)OC=1C=C2CCN(CC2=CN1)C(=O)OC(C)(C)C)(F)F